9-[4-(4-chloro-3-methoxyphenoxy)phenyl]-3,4,6,7,8,9-hexahydropyrido[2,1-c][1,2,4]thiadiazine 2,2-dioxide ClC1=C(C=C(OC2=CC=C(C=C2)C2CCCN3C2=NS(CC3)(=O)=O)C=C1)OC